(S)-7,8-Dichloro-10-(3-hydroxypropoxy)-1-methyl-3,4,5,6-tetrahydroazepino[4,5-b]indol-2(1H)-one ClC1=C(C=C(C=2C3=C(NC12)CCNC([C@H]3C)=O)OCCCO)Cl